4,5-difluoro-[1,1'-biphenyl]-2,2'-dicarboxaldehyde FC=1C=C(C(=CC1F)C=1C(=CC=CC1)C=O)C=O